NC1=C(C=CC2=CC=CC=C12)N=NC=1C=NC(=CC1)C1=CC=C(C=C1)C(C1=CC=CC=C1)=O 4-amino-3-[6-(4-benzoylphenyl)pyridine-3-ylazo]naphthalene